(2-hydroxy-1,1-dimethyl-ethyl) 2-[(furo[2,3-c]pyridine-2-carbonylamino)methyl]-6-azaspiro[2.5]octane-6-carboxylate O1C(=CC=2C1=CN=CC2)C(=O)NCC2CC21CCN(CC1)C(=O)OC(CO)(C)C